(S)-1-((R)-2-((tert-butoxycarbonyl)amino)-2-cyclohexylacetyl)azetidine-2-carboxylic acid C(C)(C)(C)OC(=O)N[C@@H](C(=O)N1[C@@H](CC1)C(=O)O)C1CCCCC1